ClCC1=NC=NC=C1F 4-(chloromethyl)-5-fluoropyrimidine